N1(CCC1)CCCC1=C(C=CC(=C1)F)S(=O)(=O)NC1=C(C2=C([C@@H]3[C@H](CO2)C3)C=C1)C(=O)O |r| (1aRS,7bSR)-5-{2-[(Z)-3-(azetidin-1-yl)propyl]-4-fluorobenzenesulfonylamino}-1,1a,2,7b-tetrahydrocyclopropa[c]benzopyran-4-carboxylic acid